(R)-4-methyl-4,5,6,7-tetrahydrothiazolo[5,4-c]pyridine C[C@H]1NCCC2=C1SC=N2